1-propane-phosphonic acid C(CC)P(O)(=O)O